FC(OC1=CC2=C(C=N1)N=C(N2)C=2C=C(NC1=CC=C(C=C1)C=1N=NC=CC1)C=CC2)F 3-(6-(difluoromethoxy)-1H-imidazo[4,5-c]pyridin-2-yl)-N-(4-(pyridazin-3-yl)phenyl)aniline